C(C)OC(CCC1=CC=C(S1)CC(=O)O)=O 2-(5-(3-Ethoxy-3-oxopropyl)thiophen-2-yl)acetic acid